ClC1=NNC=2C3=C(NC(=NC21)C2=C(C=CC=C2F)F)C=CC(=C3)C(=O)O 3-chloro-5-(2,6-difluorophenyl)-1,6-dihydrobenzo[d]pyrazolo[3,4-f][1,3]diazepine-9-carboxylic acid